C(C)(C)(C)OC(=O)N1CCC2(CC1)CCC(CC2)=O 9-oxo-3-aza-spiro[5.5]undecane-3-carboxylic acid tert-butyl ester